COC1=C(C=CC(=C1)C)C=1N=NC(=C2C1N=CC=C2)O 8-(2-methoxy-4-methylphenyl)pyrido[2,3-d]pyridazin-5-ol